COCCOCCOC=1N=CSC1C1=C(N=CS1)OCCOCCOC 4,4'-bis(2-(2-methoxyethoxy)ethoxy)-5,5'-bithiazole